1-(pyridin-3-ylmethyl)-4-(4-(trifluoromethyl)phenyl)-1,2,3,4-tetrahydroquinoxaline N1=CC(=CC=C1)CN1CCN(C2=CC=CC=C12)C1=CC=C(C=C1)C(F)(F)F